C(N)(O[C@H]1[C@@]2(CC[C@@H](CC1)N2)CC2=CC=CC=C2)=O |r| Racemic-benzyl-((1r,2r,5s)-8-azabicyclo[3.2.1]oct-2-yl) carbamate